C(N)(=O)C1=C(NC(CCC(=O)O)=O)C(=CC=C1)F 4-(2-carbamoyl-6-fluoro-anilino)-4-oxo-butyric acid